2-FORMYLBUTANENITRILE C(=O)C(C#N)CC